trifluoro-methanesulfonic acid 2,2-difluoroethyl ester FC(COS(=O)(=O)C(F)(F)F)F